7-bromo-2,4,6-trichloro-8-fluoroquinoline-3-carboxylic acid ethyl ester C(C)OC(=O)C=1C(=NC2=C(C(=C(C=C2C1Cl)Cl)Br)F)Cl